C[C@H]([C@H](C)S(=O)(=O)N)CC=C (2S,3S)-3-METHYLHEX-5-ENE-2-SULFONAMIDE